C(C1=CC=CC=C1)N1C2=C(O[C@@H](C1=O)C)C(=C(C(=C2)C#N)NC(=O)NC(C)(C)C)F (R)-1-(4-benzyl-6-cyano-8-fluoro-2-methyl-3-oxo-3,4-dihydro-2H-benzo[b][1,4]oxazin-7-yl)-3-(tert-butyl)urea